BrC1=CC(=C(O[C@H](C(=O)O)C)C=C1F)C=C (2S)-2-(4-bromo-2-vinyl-5-fluorophenoxy)propionic acid